1-[(tert-butoxy)carbonyl]-4-methylpiperidine-4-carboxylic acid C(C)(C)(C)OC(=O)N1CCC(CC1)(C(=O)O)C